ClC1=CC=C(C(=N1)C=1C=C(C(=C(C=O)C1)O)F)N[C@H](C)C=1C=C(C=C2C(C(=C(OC12)N1CCC(CC1)(C)C)C)=O)C 5-[6-chloro-3-[[(1R)-1-[2-(4,4-dimethyl-1-piperidyl)-3,6-dimethyl-4-oxo-chromen-8-yl]ethyl]amino]-2-pyridyl]-3-fluoro-2-hydroxy-benzaldehyde